ClC=1C=C(C=CC1OCC)NC1=NC=C(C(=N1)NN1C(OC2=C1C=CC=C2)=O)C [2-(3-chloro-4-ethoxy-phenylamino)-5-methyl-pyrimidin-4-ylamino]-3H-benzooxazol-2-one